O=C1C(=C(C=NN1COCC[Si](C)(C)C)N[C@H](CONC(C=C1CCN(CC1)C1=NC=C(C=N1)C(F)(F)F)=O)C)C(F)(F)F (S)-N-(2-((6-oxo-5-(trifluoromethyl)-1-((2-(trimethylsilyl)ethoxy)methyl)-1,6-Dihydropyridazin-4-yl)amino)propoxy)-2-(1-(5-(trifluoromethyl)pyrimidin-2-yl)piperidin-4-ylidene)acetamide